4-(t-Butyl)phenol C(C)(C)(C)C1=CC=C(C=C1)O